C(#C)C1=C(C=CC(=C1)F)C(=O)N1[C@@H](C=2N(CC1)C(=NN2)C2=NC(=NS2)C)C (R)-(2-ethynyl-4-fluorophenyl)(8-methyl-3-(3-methyl-1,2,4-thiadiazol-5-yl)-5,6-dihydro-[1,2,4]triazolo[4,3-a]pyrazin-7(8H)-yl)methanone